2-[difluoro(piperidin-4-yl)methyl]-N-[2-fluoro-4-(pyrazol-1-yl)phenyl]-1,6-naphthyridin-7-amine FC(C1=NC2=CC(=NC=C2C=C1)NC1=C(C=C(C=C1)N1N=CC=C1)F)(C1CCNCC1)F